(S)-2-(6-(3,5-dimethylisoxazol-4-yl)-1-methyl-4-(phenyl-(tetrahydro-2H-pyran-4-yl)methyl)-1,4-dihydropyrazolo[3',4':4,5]Pyrrolo[3,2-b]Pyridin-3-yl)propan-2-ol CC1=NOC(=C1C=1C=C2C(=NC1)C1=C(N2[C@@H](C2CCOCC2)C2=CC=CC=C2)C(=NN1C)C(C)(C)O)C